(R)-5-(7-(4-Chloro-3-(trifluoromethyl)benzoyl)-2-(isopropylamino)-6-methyl-4-oxo-5,6,7,8-tetrahydropyrido[3,4-d]pyrimidin-3(4H)-yl)-N-methylisoxazole-3-carboxamide ClC1=C(C=C(C(=O)N2CC=3N=C(N(C(C3C[C@H]2C)=O)C2=CC(=NO2)C(=O)NC)NC(C)C)C=C1)C(F)(F)F